2-[(2R/S)-2,3-Dihydro[1,4]dioxino[2,3-b]pyridin-2-ylmethyl]-8-methyl-N-[2-(4-methylpiperazin-1-yl)ethyl]-4,5-dihydro-2H-furo[2,3-g]indazol-7-carboxamid O1[C@@H](COC2=NC=CC=C21)CN2N=C1C3=C(CCC1=C2)OC(=C3C)C(=O)NCCN3CCN(CC3)C |r|